C1(CC1)NC1=NC2=CC(=CC=C2C=C1)O 2-(cyclopropylamino)quinolin-7-ol